2,6-Diphenyl-8-methyl-1-deazapurine C1(=CC=CC=C1)C1=CC(=C2NC(=NC2=N1)C)C1=CC=CC=C1